ClC1=CC=C2CC(CNC2=C1)C1=CC=CC=C1 7-chloro-3-phenyl-1,2,3,4-tetrahydroquinoline